4-(2-formyl-3-propanoyl)phthalonitrile C(=O)C(C)C(=O)C=1C=C(C(C#N)=CC1)C#N